C(C)C1=C(C(C(=NN1CC1CCOCC1)C(=O)O[C@H]1[C@H]([C@@](O[C@@H]1COC(C)(C)C)(N1C(=O)NC(=O)C=C1)[SiH](C)C)OC(C)(C)C)=O)C1=CC=C(C=C1)C 2',5'-di-O-tertbutyldimethylsilyl-uridine ethyl-4-oxo-1-((tetrahydro-2H-pyran-4-yl)methyl)-5-(p-tolyl)-1,4-dihydropyridazine-3-carboxylate